C(CCC(=O)O)(=O)[O-].[Na+] monosodium succinate